CC(C(=O)OCCC#C)C=O but-3-yn-1-yl 2-methyl-3-oxopropanoate